FC1([C@H](OC1)[C@]1(CN(CC1)CC=1SC(=CN1)OC)CCC1=CC=C(C#N)C=C1)F |o1:2| 4-(2-((R)-3-((R or S)-3,3-difluorooxetan-2-yl)-1-((5-methoxythiazol-2-yl)methyl)pyrrolidin-3-yl)ethyl)benzonitrile